[3-(cyclopropylamino)pyrrolidin-1-yl]-N-(2,7-dimethylimidazo[1,2-a]pyridin-6-yl)pyrazine-2-carboxamide C1(CC1)NC1CN(CC1)C=1C(=NC=CN1)C(=O)NC=1C(=CC=2N(C1)C=C(N2)C)C